C(#N)C1=C(C=C(C=C1OC)C=1C=CC=C2C=CC=C(C12)C=1C(=C(C(=CC1)C1=CC=CC2=CC=CC(=C12)C1=CC(=C(C(=C1)OC)C#N)OC)NC(C(C)(C)C)=O)NC(C(C)(C)C)=O)OC N,N'-(3,6-bis(8-(4-cyano-3,5-dimethoxyphenyl)naphthalen-1-yl)-1,2-phenylene)bis(2,2-dimethylpropanamide)